BrC1=CC=C2C(=NC(=NC2=C1F)C1=CC=CC=C1)C1=CC=CC=C1 7-bromo-8-fluoro-2,4-diphenylquinazoline